ClC=1C=C(C(N(C1)C)=O)C1=C2C=CC=NC2=C(C=C1)C[C@@H](C(=O)O)NC(C1=C(C=CC=C1Cl)Cl)=O (S)-3-(5-(5-chloro-1-methyl-2-oxo-1,2-dihydropyridin-3-yl)quinolin-8-yl)-2-(2,6-dichlorobenzoylamino)propionic acid